(R)-(1-bromo-8-methyl-3-(3-methyl-1,2,4-thiadiazol-5-yl)-5,6-diHydroimidazo[1,5-a]pyrazin-7(8H)-yl)(4-fluorophenyl)methanone BrC=1N=C(N2C1[C@H](N(CC2)C(=O)C2=CC=C(C=C2)F)C)C2=NC(=NS2)C